ClC1=CC(=C(C=C1)C(/C=C(/C=O)\C)CC=C(C)C)C (E)-4-(4-chloro-2-methylphenyl)-2,7-dimethyloct-2,6-dienal